O1CCN(CC1)CC(C)N1N=CC=C1C(=O)OC Methyl 1-(1-morpholinopropan-2-yl)-1H-pyrazole-5-carboxylate